(3R)-2'-{6-amino-5-[(1R)-1-(3-fluoropyridin-2-yl)ethoxy]pyridin-3-yl}-N-cyclobutyl-5',6'-dihydrospiro[pyrrolidine-3,4'-pyrrolo[1,2-b]pyrazole]-1-carboxamide NC1=C(C=C(C=N1)C=1C=C2N(N1)CC[C@]21CN(CC1)C(=O)NC1CCC1)O[C@H](C)C1=NC=CC=C1F